NC1=NN2C(N=C(C=C2)C=2C=C3CN(C(C3=C(C2)C)=O)[C@@H](C)C2CC2)=C1C(=O)N[C@H]1C[C@@H](CCC1)O 2-amino-5-{2-[(1S)-1-cyclopropylethyl]-7-methyl-1-oxo-2,3-dihydro-1H-isoindol-5-yl}-N-[(1R,3R)-3-hydroxycyclohexyl]pyrazolo[1,5-a]pyrimidine-3-carboxamide